C(OC1=CC=C(C=C1)[N+](=O)[O-])(OC1CCOCC1)=O 4-nitrophenyl (tetrahydro-2H-pyran-4-yl) carbonate